NCCC1OCC2(CN(C2)C(=O)OC(C)(C)C)CO1 tert-butyl 7-(2-aminoethyl)-6,8-dioxa-2-azaspiro[3.5]nonane-2-carboxylate